CC=1C=C(C=CC1)N1CCN(CC1)CCC1=NC2=CC=CC=C2C=C1 2-(2-(4-(3-methylphenyl)-1-piperazinyl)ethyl)quinoline